tert-butyl-3-((2R)-2-(3-acetoxy-4-(2-aminoethoxy)benzamido)-2-(2,9,9-trimethyl-3,5-dioxa-4-bora-tricyclo[6.1.1.02,6]dec-4-yl)ethyl)-2-methoxybenzoate C(C)(C)(C)OC(C1=C(C(=CC=C1)C[C@@H](B1OC2(C3C(C(CC2O1)C3)(C)C)C)NC(C3=CC(=C(C=C3)OCCN)OC(C)=O)=O)OC)=O